N-(3,3-dimethylbutan-2-yl)benzene-1,4-diamine CC(C(C)NC1=CC=C(C=C1)N)(C)C